5-[(2R)-4-[2-(difluoromethyl)-4-fluorobenzoyl]-2-ethylpiperazin-1-yl]-2'-ethoxy-N-[(3R)-1-methylpyrrolidin-3-yl]-[2,3'-bipyridine]-6-carboxamide FC(C1=C(C(=O)N2C[C@H](N(CC2)C=2C=CC(=NC2C(=O)N[C@H]2CN(CC2)C)C=2C(=NC=CC2)OCC)CC)C=CC(=C1)F)F